ClC=1C=CC(=NC1)C(=O)NC=1C=C(C=CC1)NC(=O)N1CCN(CC1)C1=NC=CC=N1 N-(3-(5-chloropicolinamido)phenyl)-4-(pyrimidin-2-yl)piperazine-1-carboxamide